C1(CCCCC1)C=1C=C(C=CC1)N1CCN(CC1)C(=O)NC1(CCN2CCC1CC2)C 4-(3-cyclohexylphenyl)-N-(4-methyl-1-azabicyclo[3.2.2]non-4-yl)piperazine-1-carboxamide